C(C1=CC=CC=C1)C1C(N(C(O1)=O)CC1=CC=C(C=C1)C)=O (Z)-5-benzyl-3-(4-methylbenzyl)oxazolidine-2,4-dione